1,N1-dimethyl-N4-(5-(quinoxalin-6-yl)pyrrolo[2,1-f][1,2,4]triazin-2-yl)cyclohexane-1,4-diamine CC1(CCC(CC1)NC1=NN2C(C=N1)=C(C=C2)C=2C=C1N=CC=NC1=CC2)NC